ClC1=C(C=CC2=C1C(=N[C@H](C=1N2N=C(N1)NC(=O)N1CC(C1)F)C)C1=C(C=CC=C1F)F)C(F)(F)F N-[(4S)-7-chloro-6-(2,6-difluorophenyl)-4-methyl-8-(trifluoromethyl)-4H-[1,2,4]triazolo[1,5-a][1,4]benzodiazepin-2-yl]-3-fluoro-azetidine-1-carboxamide